(1aR,5aR)-2-(2,4-Difluoro-phenyl)-1a,2,5,5a-tetrahydro-1H-2,3-diaza-cyclopropa[a]pentalene-4-carboxylic acid (5-fluoro-pyridin-2-yl)-amide FC=1C=CC(=NC1)NC(=O)C=1C=2C[C@@H]3[C@H](C2N(N1)C1=C(C=C(C=C1)F)F)C3